O=C1C=C(NN1)CC(=O)O (5-OXO-2,5-DIHYDRO-1H-PYRAZOL-3-YL)ACETIC ACID